4-hydroxy-4-methyl-5-(p-tolyl)pent-2-ene-1,1-diyl diacetate C(C)(=O)OC(C=CC(CC1=CC=C(C=C1)C)(C)O)OC(C)=O